tert-Butyl 7-[8-chloro-7-fluoro-3-[(1-methyl-5-oxo-pyrrolidin-3-yl)oxycarbonylamino]-6-isoquinolyl]-8-methyl-2,3-dihydropyrido[2,3-b][1,4]oxazine-1-carboxylate ClC=1C(=C(C=C2C=C(N=CC12)NC(=O)OC1CN(C(C1)=O)C)C1=C(C2=C(OCCN2C(=O)OC(C)(C)C)N=C1)C)F